2-(L-threonyl)-7-methyl-N-(3,4,5-trifluorophenyl)-2,3,3a,4,10,10a-hexahydro-1H,7H-dipyrrolo[3,4-b:3',4'-f][1,4,5]oxathiazocine-8-carboxamide 5,5-dioxide N[C@@H]([C@H](O)C)C(=O)N1CC2NS(C=3C(OCC2C1)=C(N(C3)C)C(=O)NC3=CC(=C(C(=C3)F)F)F)(=O)=O